(hydroxymethyl)pyridin-1-ium OC[N+]1=CC=CC=C1